C[N+](C1=CC=CC=C1)(CC1=CC=CC=C1)C N,N-dimethyl-N-benzylanilinium